NC=1C=CC(=NC1)C1=C(C(=NO1)C)NC(O[C@H](C)C1=C(C=CC=C1)F)=O (R)-1-(2-fluorophenyl)ethyl (5-(5-aminopyridin-2-yl)-3-methylisoxazol-4-yl)carbamate